1-methyl-5,6-dihydropyridin-2(1H)-one CN1C(C=CCC1)=O